FC(/C=C/C1=CC2=CC=C(C=C2C=C1)OC)F (E)-2-(3,3-difluoroprop-1-en-1-yl)-6-methoxynaphthalene